C[C@H]1N(CCN(C1)C1=C2C(=NC=C1)N(CC2)C(NC=2N=CC=1N(C2)C=C(N1)C)=O)C(=O)OC(C)(C)C tert-butyl (R)-2-methyl-4-(1-((2-methylimidazo[1,2-a]pyrazin-6-yl)carbamoyl)-2,3-dihydro-1H-pyrrolo[2,3-b]pyridin-4-yl)piperazine-1-carboxylate